pantothenyl alcohol triacetate C(C)(=O)O.C(C)(=O)O.C(C)(=O)O.C(CCNC([C@H](O)C(C)(C)CO)=O)(=O)O